O=C1C=C(C=2C(=NC(=CC2)N2CC(CC2)NC(C)=O)O1)C1=C(C=CC=C1)C N-(1-(2-oxo-4-(o-tolyl)-2H-pyrano[2,3-b]pyridin-7-yl)pyrrolidin-3-yl)acetamide